C(C1=CC=CC=C1)NC(=O)NC1=CC(=C(C=C1)C1=CN=C(S1)[C@@H]1CC[C@H](CC1)NC(OC(C)(C)C)=O)S(NC(C)(C)C)(=O)=O trans-tert-butyl N-[4-[5-[4-(benzylcarbamoylamino)-2-(tert-butylsulfamoyl)phenyl]thiazol-2-yl]cyclohexyl]carbamate